quinoline-4-carbonyl-spiro[piperidine-4,5'-pyrano[3,2-c]pyrazol]-7'(6'H)-one N1=CC=C(C2=CC=CC=C12)C(=O)C1=C2C(=NN1)C(CC1(O2)CCNCC1)=O